2,6-dichloro-4-(trifluoromethyl)pyridine-3-carbonitrile ClC1=NC(=CC(=C1C#N)C(F)(F)F)Cl